C(C)(C)(C)C=1C=C(C=C(C1O)C(C)(C)C)CCC(=O)N(C(CCCCC)N)C(CCC1=CC(=C(C(=C1)C(C)(C)C)O)C(C)(C)C)=O N,N-bis-(3-(3,5-di-tert-butyl-4-hydroxyphenyl)propionyl)hexanediamine